1-[4-(5-Cyclopropylmethoxymethyl-thiophen-3-yl)-2,6-difluoro-phenyl]-piperidin-4-yl-Ethyl acetate C(C)(=O)OCCC1CCN(CC1)C1=C(C=C(C=C1F)C1=CSC(=C1)COCC1CC1)F